BrC1=CC(=C(N)C(=C1)[N+](=O)[O-])OC 4-bromo-2-methoxy-6-nitroaniline